C(=C)C[SiH](OCCOC)OCCOC vinylmethylbis(methoxyethoxy)silane